FC(C1=NN=C(O1)C1=CC=2N(C=C1)C=C(N2)CN(S(=O)(=O)N2CCN(CC2)C(C)C)C2=CC=CC=C2)F N-((7-(5-(Difluoromethyl)-1,3,4-Oxadiazol-2-Yl)Imidazo[1,2-a]Pyridin-2-Yl)Methyl)-4-Isopropyl-N-Phenylpiperazine-1-Sulfonamide